C(C1=CC=C(C=C1)C(C)=O)([2H])([2H])[2H] (4-(methyl-d3)phenyl)ethan-1-one